FC(=C)C1=NC=CC(=C1)C1=NC=2C=CC3=C(C2C=C1)C1=C(S3)C(N[C@@H](CN1)C)=O (R)-3-(2-(1-fluorovinyl)pyridin-4-yl)-10-methyl-9,10,11,12-tetrahydro-8H-[1,4]diazepino[5',6':4,5]thieno[3,2-f]quinolin-8-one